NC1CCC(CC1)NC1=NC2=C(C=C(C=C2C=N1)C=1C=CC(=NC1)NS(=O)(=O)C1=C(C=CC=C1)Cl)CC N-(5-(2-(((1r,4r)-4-aminocyclohexyl)amino)-8-ethylquinazolin-6-yl)pyridin-2-yl)-2-chlorobenzenesulfonamide